C(C(C)C)(=O)OC(C)OC(=O)NCC#CC1=C(C(=O)OC)C=CC(=C1)NC(=O)C1CCNCC1 methyl 2-(3-(((1-(isobutyryloxy)ethoxy)carbonyl)amino)prop-1-yn-1-yl)-4-(piperidine-4-carboxamido)benzoate